OC1=CC(=C(C=O)C(=C1)OCCCC1=CC=CC=C1)OCCCC1=CC=CC=C1 4-Hydroxy-2,6-bis(3-phenylpropoxy)benzaldehyde